C(C)(C)(C)C1=CC(=NC=C1)C1CC(CC1)C1=CC(=NN1)NC1=C(C=C(C=C1)S(=O)(=O)N)F 4-((5-(3-(4-(tert-butyl)pyridin-2-yl)cyclopentyl)-1H-pyrazol-3-yl)amino)-3-fluorobenzenesulfonamide